OC1CC(OC1)C(CO)O 1-(4-hydroxytetrahydrofuran-2-yl)ethane-1,2-diol